1-((3R,4S)-4-(benzoyloxy)-4-(3-(benzoyloxy)phenyl)-1-(benzylsulfonyl)piperidin-3-yl)-N-benzyl-N,N-dimethyl-ammonium bromide [Br-].C(C1=CC=CC=C1)(=O)O[C@@]1([C@@H](CN(CC1)S(=O)(=O)CC1=CC=CC=C1)C[NH+](C)CC1=CC=CC=C1)C1=CC(=CC=C1)OC(C1=CC=CC=C1)=O